5-(4-(4-(tert-butyl)piperazin-1-yl)piperidin-1-yl)-2-(3,4-dimethoxyphenyl)-3-isopropyl-1H-indole C(C)(C)(C)N1CCN(CC1)C1CCN(CC1)C=1C=C2C(=C(NC2=CC1)C1=CC(=C(C=C1)OC)OC)C(C)C